CN1N=CC=C1C#N 1-methyl-1H-pyrazole-5-carbonitrile